(S)-N-((S)-3-oxo-1-((S)-2-oxopyrrolidin-3-yl)-4-(trifluoromethoxy)butan-2-yl)-5-((S)-3,3,3-trifluoro-2-hydroxypropanoyl)-5-azaspiro[2.4]heptane-6-carboxamide O=C([C@H](C[C@H]1C(NCC1)=O)NC(=O)[C@H]1N(CC2(CC2)C1)C([C@@H](C(F)(F)F)O)=O)COC(F)(F)F